NC1=NC(=NC=N1)Cl 4-amino-2-chloro-1,3,5-triazine